NC1=C(C(=O)OC)C=C(C(=C1)Cl)C#N methyl 2-amino-4-chloro-5-cyano-benzoate